FC1=C(C(=NN1C1=CC=C(C=C1)C)OC)C(F)(F)F 5-fluoro-3-methoxy-1-(4-methylphenyl)-4-trifluoromethylpyrazole